(R)-4-(dideutero(1-methyl-1H-pyrazol-4-yl)methyl)-9-methoxy-1-methyl-N-(1-methylcyclopropyl)-5-oxo-1,2,4,5-tetrahydroimidazo[1,2-a]quinazoline-7-sulfonamide [2H]C(N1C=2N(C3=C(C=C(C=C3C1=O)S(=O)(=O)NC1(CC1)C)OC)[C@@H](CN2)C)(C=2C=NN(C2)C)[2H]